C(C1=CC=CC=C1)OC1=C(C=C(C=C1)C(CBr)O)[N+](=O)[O-] 1-(4-(benzyloxy)-3-nitrophenyl)-2-bromoethanol